ClC1=NC=CC(=N1)C1=CCC(CC1)CC1=NC=2C(=NC(=CC2)C(=O)OCC)N1C[C@H]1OCC1 ethyl 2-((4-(2-chloropyrimidin-4-yl)cyclohex-3-en-1-yl)methyl)-3-(((S)-oxetan-2-yl)methyl)-3H-imidazo[4,5-b]pyridine-5-carboxylate